carbon fluoride Carbon fluoride C(F)(F)(F)F.C(F)(F)(F)F